2-(4-chlorophenyl)-3-methylbutyl chloride ClC1=CC=C(C=C1)C(CCl)C(C)C